2-(4-(4-(2-(5-amino-8-(pyridin-2-yl)-3H-[1,2,4]triazolo[5,1-i]purin-3-yl)ethyl)piperazin-1-yl)-3-fluorophenoxy)-2-methylpropionic acid NC=1N2C(C=3N=CN(C3N1)CCN1CCN(CC1)C1=C(C=C(OC(C(=O)O)(C)C)C=C1)F)=NC(=N2)C2=NC=CC=C2